ClC=1C(=NC=C(C1)Cl)CN1N=C2N([C@H]([C@@H](CC2)C(F)(F)F)C(=O)N2C[C@H](CC2)F)C1=O |&1:13,14| (5RS,6RS)-2-[(3,5-Dichloropyridin-2-yl)methyl]-5-{[(3S)-3-fluoropyrrolidin-1-yl]carbonyl}-6-(trifluoromethyl)-5,6,7,8-tetrahydro[1,2,4]triazolo[4,3-a]pyridin-3(2H)-one